(1R,5R,6R)-3-(2-chloro-7-(8-ethyl-7-fluoro-3-(methoxymethoxy)naphthalen-1-yl)-8-fluoropyrido[4,3-d]pyrimidin-4-yl)-3-azabicyclo[3.2.1]octan-6-ol ClC=1N=C(C2=C(N1)C(=C(N=C2)C2=CC(=CC1=CC=C(C(=C21)CC)F)OCOC)F)N2C[C@H]1C[C@H]([C@@H](C2)C1)O